CYCLOHEPTYL ISOCYANIDE C1(CCCCCC1)[N+]#[C-]